C=1SC=C2C=NC=3C=CC=CC3C21 thieno[3,4-c]quinoline